2-(2-methylphenyl)cyclohexanol CC1=C(C=CC=C1)C1C(CCCC1)O